CN1C(N(C2=C1C(=CC=C2)CCCOCCOCCNC(OC(C)(C)C)=O)C2C(N(C(CC2)=O)C)=O)=O tert-butyl N-[2-[2-[3-[3-methyl-1-(1-methyl-2,6-dioxo-3-piperidyl)-2-oxo-benzimidazol-4-yl]propoxy]ethoxy]ethyl]carbamate